C[Si](N(C(=O)N(C)C)CC=C)(OC)OC methyl-dimethoxy(N-allyl-N',N'-dimethylureido)silane